(2-((3-ethyl-4-(4,4,5,5-tetramethyl-1,3,2-dioxaborolan-2-yl)phenoxy)methoxy)ethyl)trimethylsilane C(C)C=1C=C(OCOCC[Si](C)(C)C)C=CC1B1OC(C(O1)(C)C)(C)C